1-Azido-2-[2-(2-azidoethoxy)ethoxy]ethane N(=[N+]=[N-])CCOCCOCCN=[N+]=[N-]